Tert-butyl 3-fluoro-3-((tosyloxy)methyl)azetidine-1-carboxylate FC1(CN(C1)C(=O)OC(C)(C)C)COS(=O)(=O)C1=CC=C(C)C=C1